FC(C=1C(=NC(=NC1)NC=1C(=NN(C1)C1CC2CCC(C1)N2C)C)NCCCN2C(CN(CCC2)C)=O)F 1-(3-((5-(difluoromethyl)-2-((3-methyl-1-(8-methyl-8-azabicyclo[3.2.1]octan-3-yl)-1H-pyrazol-4-yl)amino)pyrimidin-4-yl)amino)propyl)-4-methyl-1,4-diazepan-2-one